C(C)(=O)C=1C(=C(C=C(C1)Br)NC(C(C)(C)C)=O)C N-(3-acetyl-5-bromo-2-methylphenyl)pivalamide